1-Methoxy-2-(1-methylcyclohexene-4-yl)-2-propanol COCC(C)(O)C1CC=C(CC1)C